FC(C(C(F)(F)F)OC(=O)N1CCN(CC1)CC1=C(C=C(C=C1)C(F)(F)F)NCCC(=O)O)(F)F 3-((2-((4-(((1,1,1,3,3,3-Hexafluoropropan-2-yl)oxy)carbonyl)piperazin-1-yl)methyl)-5-(trifluoromethyl)phenyl)amino)propanic acid